4-chloro-3-{5-[(1,3-diethyl-4,6-dioxo-2-thioxotetrahydro-5(2H)-pyrimidinylidene)methyl]-2-furyl}benzoic acid ClC1=C(C=C(C(=O)O)C=C1)C=1OC(=CC1)C=C1C(N(C(N(C1=O)CC)=S)CC)=O